FC1=C(C=CC(=C1)F)C1=CC=C(C=C1)C1=NC=C(C=C1)C(F)(F)F 2-(4-(2,4-difluorophenyl)phenyl)-5-trifluoromethyl-pyridine